methyl-1,3-dioxo-2H-isoindol-2-yl chloride CC1=C2C(N(C(C2=CC=C1)=O)Cl)=O